C(#N)C=1C=CC=C2NC[C@@H](NC12)[C@@H](C1=CC=CC=C1)NCCC=1C=C(C=CC1F)[C@@H](C(=O)O)C |o1:29| (S or R)-2-(3-(2-(((R)-((R)-8-cyano-1,2,3,4-tetrahydroquinoxalin-2-yl)(phenyl)methyl)amino)ethyl)-4-fluorophenyl)propanoic acid